2-[4-(4-cyano-2,3,5,6-tetrafluorobenzene-1-sulfonyl)piperazin-1-yl]-6-[(5-cyclopropyl-1H-pyrazol-3-yl)amino]-N-(prop-2-yn-1-yl)pyrimidine-4-carboxamide C(#N)C1=C(C(=C(C(=C1F)F)S(=O)(=O)N1CCN(CC1)C1=NC(=CC(=N1)C(=O)NCC#C)NC1=NNC(=C1)C1CC1)F)F